C[C@H]1C[C@@H](N(CC1)C(=O)NC\C=C\S(=O)(=O)C)C1=CC=CC=C1 (2R,4R)-4-methyl-N-((E)-3-(methylsulfonyl)allyl)-2-phenylpiperidine-1-carboxamide